N-(1'-(2-(4-(cyclopropanecarbonyl)-4-methoxypiperidin-1-yl)-6-methylpyrimidin-4-yl)-1',2'-dihydrospiro[cyclopropane-1,3'-pyrrolo[3,2-c]pyridin]-6'-yl)acetamide C1(CC1)C(=O)C1(CCN(CC1)C1=NC(=CC(=N1)N1CC2(C=3C=NC(=CC31)NC(C)=O)CC2)C)OC